1-(acryloyloxy)-3-(methacryloyloxy)-2-propanol C(C=C)(=O)OCC(COC(C(=C)C)=O)O